C(CCCCCCCC)OC(CCC(=O)OCCCCCCCC1CN(CC(C1)CCCCCCCOC(CCC(OCCCCCCCCC)OCCCCCCCCC)=O)CCO)OCCCCCCCCC (1-(2-hydroxyethyl)piperidine-3,5-diyl)bis(heptane-7,1-diyl) bis(4,4-bis(nonyloxy)butanoate)